CC(C(=O)OC[C@H]1O[C@H]([C@@H]([C@@H]1O)O)N1C(N\C(\C=C1)=N/O)=O)C {(2R,3S,4R,5R)-3,4-dihydroxy-5-[(4Z)-4-(hydroxyimino)-2-oxo-3,4-dihydropyrimidin-1(2H)-yl]oxolan-2-yl}methyl 2-methylpropanoate